FC(C(C(C(F)(F)F)(F)F)(F)F)(F)OCCOCCOCCOCCO tetraethylene glycol perfluorobutyl ether